5-chloro-3-[2-fluoro-3-[[2-methoxyethyl(methyl)sulfamoyl]amino]benzoyl]-1H-pyrrolo[2,3-b]pyridine ClC=1C=C2C(=NC1)NC=C2C(C2=C(C(=CC=C2)NS(N(C)CCOC)(=O)=O)F)=O